[Na+].P(=O)([O-])([O-])[O-].C(CCCCCCC\C=C/CCCCCCCC)(=O)O.[Na+].[Na+] oleic acid phosphate sodium